O1C(CCCC1)N1N=CC2=CC=C(C=C12)C1=NC(=NC(=N1)N)N 6-(1-tetrahydropyran-2-yl-indazol-6-yl)-1,3,5-triazine-2,4-diamine